ClC1=CC=C(C=C1)[C@]1(CC[C@H]2N(CCN(C2)C(=O)C=2C(=NC(=CC2)OC)Cl)C1)O [(7S,9aR)-7-(4-chlorophenyl)-7-hydroxy-3,4,6,8,9,9a-hexahydro-1H-pyrido[1,2-a]pyrazin-2-yl]-(2-chloro-6-methoxypyridin-3-yl)methanone